ClC=1C=C(C=NC1C(F)(F)F)[C@@H](NC(=O)N1[C@@H](C(NCC1)=O)C)C1=CC(=C(C=C1)OC1CC1)F |o1:11| (2R)-N-((S or R)-(5-chloro-6-(trifluoro-methyl)pyridin-3-yl)(4-cyclopropoxy-3-fluorophenyl)methyl)-2-methyl-3-oxopiperazine-1-carboxamide